Tri-P-tolylphosphine CC1=CC=C(C=C1)P(C2=CC=C(C=C2)C)C3=CC=C(C=C3)C